7-dimethylamino-4-(pyridine-4-yl)coumarin CN(C1=CC=C2C(=CC(OC2=C1)=O)C1=CC=NC=C1)C